3-chloro-1-(4-methoxybenzyl)-2-phenylazetidine ClC1C(N(C1)CC1=CC=C(C=C1)OC)C1=CC=CC=C1